N-[(1R,3S)-3-{[6-chloro-2-(trifluoromethyl)quinolin-4-yl]amino}cyclohexyl]-3-ethanesulfonamidobenzamide ClC=1C=C2C(=CC(=NC2=CC1)C(F)(F)F)N[C@@H]1C[C@@H](CCC1)NC(C1=CC(=CC=C1)NS(=O)(=O)CC)=O